1-([1,1':4',1''-terphenyl]-2'-yl)-3,4,9,10-tetrabromo-6-phenylperylene C1(=CC=CC=C1)C1=C(C=C(C=C1)C1=CC=CC=C1)C1=CC(=C2C(=CC(=C3C4=CC=C(C5=C(C=CC(C1=C23)=C45)Br)Br)C4=CC=CC=C4)Br)Br